3-(difluoromethyl)-6-[6-(6-methylpyridazin-3-yl)oxypyrazolo[1,5-a]pyridin-3-yl]pyridin FC(C=1C=NC(=CC1)C=1C=NN2C1C=CC(=C2)OC=2N=NC(=CC2)C)F